CN1C(C2(C3=C1C=NC=1C=CC(=CC31)C=3C=C(C(=NC3)OCCC3N(CCCC3)C)NS(=O)(=O)C3=CC=CC=C3)CC2)=O N-(5-(3'-Methyl-2'-oxo-2',3'-dihydrospiro[cyclopropane-1,1'-pyrrolo[2,3-c]quinolin]-8'-yl)-2-(2-(1-methylpiperidin-2-yl)ethoxy)pyridin-3-yl)benzenesulfonamide